C(#N)C1=C(OC=2C=C3C(N(C=NC3=CC2)CC2CC3(C2)CCN(CC3)C(=O)OC(C)(C)C)=O)C(=CC=C1NS(N(C)CC)(=O)=O)F tert-butyl 2-[[6-[2-cyano-3-[[ethyl(methyl)sulfamoyl]amino]-6-fluoro-phenoxy]-4-oxo-quinazolin-3-yl]methyl]-7-azaspiro[3.5]nonane-7-carboxylate